Cl.O1COC2=C1C=CC(=C2)C[C@H](C)NCC (2S)-1-(1,3-benzodioxol-5-yl)-N-ethyl-propan-2-amine hydrochloride